4-[1-[[4-[2-(2-Trifluoromethylphenoxy)ethyl-methyl-amino]tetrahydropyran-4-carbonyl]amino]cyclopropyl]benzoic acid, hydrochloride Cl.FC(C1=C(OCCN(C2(CCOCC2)C(=O)NC2(CC2)C2=CC=C(C(=O)O)C=C2)C)C=CC=C1)(F)F